N-(2-aminobenzyl)-N-methylcyclohexylamine NC1=C(CN(C)C2CCCCC2)C=CC=C1